N-[6-(4-chloro-1H-pyrazol-1-yl)-5-sulfamoylpyridin-3-yl]-2-(2-fluorophenyl)acetamide ClC=1C=NN(C1)C1=C(C=C(C=N1)NC(CC1=C(C=CC=C1)F)=O)S(N)(=O)=O